ethyl-3-bromo-4-carbonylcyclohexane methyl-11-oxoundecanoate COC(CCCCCCCCCC=O)=O.C(C)C1CC(C(CC1)=C=O)Br